4-hydroxybutyl 3-amino-2-butenoate NC(=CC(=O)OCCCCO)C